N1N=CC(=C1)C1=CNC2=C(C=CC=C12)NC(=O)[C@H]1NCCC1 (2S)-N-[3-(1H-pyrazol-4-yl)-1H-indol-7-yl]pyrrolidine-2-carboxamide